tetracosyl n-eicosanoate C(CCCCCCCCCCCCCCCCCCC)(=O)OCCCCCCCCCCCCCCCCCCCCCCCC